C(C)NC(CC1=CC(=CC=C1)C)=O N-ethyl-2-(3-methylphenyl)acetamide